NC1=NC=CC(=C1)CN1C(N(C(C1(C)C)=O)C1=CC=C(C=C1)C1(CC1)CO)=O 1-((2-aminopyridin-4-yl)methyl)-3-(4-(1-(hydroxymethyl)cyclopropyl)phenyl)-5,5-dimethylimidazolidine-2,4-dione